N-(4-chlorobenzyl)-N-(1,1-difluorospiro[2.5]octan-6-yl)-1-((R)-N,4-dimethylphenylsulfonimidoyl)-4-fluoropyrrolidine-2-carboxamide ClC1=CC=C(CN(C(=O)C2N(CC(C2)F)[S@](=O)(=NC)C2=CC=C(C=C2)C)C2CCC3(CC3(F)F)CC2)C=C1